(R)-(+)-1-(4-methylphenyl)propyl isocyanate CC1=CC=C(C=C1)[C@@H](CC)N=C=O